C(C)(C)(C)OC(=O)N1C(CCC1)OCCCCBr (4-bromobutoxy)pyrrolidine-1-carboxylic acid (R)-tert-butyl ester